COC(=O)C=1N2C3=C(C=C(C=C3C(C1)=C=O)F)CC2 8-fluoro-6-carbonyl-2,6-dihydro-1H-pyrrolo[3,2,1-ij]quinoline-4-carboxylic acid methyl ester